((2S,4R,5R)-4-Acetyloxy-5-(6-chloro-4-(((S)-1-(2-fluorophenyl)ethyl)amino)-1H-pyrazolo[3,4-b]pyridin-1-yl)-3-methylenetetrahydrofurane-2-yl)benzoic acid methyl ester COC(C1=C(C=CC=C1)[C@@H]1O[C@H]([C@@H](C1=C)OC(C)=O)N1N=CC=2C1=NC(=CC2N[C@@H](C)C2=C(C=CC=C2)F)Cl)=O